2-((6-(dimethylamino)pyridin-3-yl)amino)-N-(4-phenylpyridin-3-yl)pyrimidine-4-carboxamide CN(C1=CC=C(C=N1)NC1=NC=CC(=N1)C(=O)NC=1C=NC=CC1C1=CC=CC=C1)C